(pyridin-4-ylmethyl)nicotinamide N1=CC=C(C=C1)CC1=C(C(=O)N)C=CC=N1